Methyl 6-methyl-1-oxo-1,2-dihydrobenzo[b][1,6]naphthyridine-4-carboxylate CC1=CC=CC=2C1=NC=1C(=CNC(C1C2)=O)C(=O)OC